3-(2-(dimethylamino)ethyl)-6-methoxyquinolin-2(1H)-one trifluoroacetate FC(C(=O)O)(F)F.CN(CCC=1C(NC2=CC=C(C=C2C1)OC)=O)C